FC(C1=CC=C(C=C1)C=1C=CC(=NC1)N1CCC2(C=CS(C2)(=O)=O)CC1)(F)F 8-(5-(4-(trifluoromethyl)phenyl)pyridin-2-yl)-2-thia-8-azaspiro[4.5]dec-3-ene 2,2-dioxide